N-(1-(3-benzoyl-5-bromo-2,4-dioxo-3,4-dihydropyrimidin-1(2H)-yl)-2-(4-chloro-3-fluorophenyl)-2-oxoethyl)-3-methylbenzamide C(C1=CC=CC=C1)(=O)N1C(N(C=C(C1=O)Br)C(C(=O)C1=CC(=C(C=C1)Cl)F)NC(C1=CC(=CC=C1)C)=O)=O